C[Si](C#CC1=CC=C(S1)/C=C/C(=O)OC)(C)C Methyl (2E)-3-{5-[2-(trimethylsilyl)ethynyl]thiophen-2-yl}prop-2-enoate